[N+](=O)([O-])C1=CC=C(OC(=O)NC2=CC=C(CNC(OC(C)(C)C)=O)C=C2)C=C1 tert-butyl (4-(((4-nitrophenoxy)carbonyl)amino)benzyl)carbamate